(2,2-difluorotetra-hydro-1H-pyrrolizin-7a(5H)-yl)methanol FC1(CC2(CCCN2C1)CO)F